5-Cyano-2-[[(1R)-1-(3,6-dimethyl-4-oxo-2-phenyl-chromen-8-yl)ethyl]amino]benzoic acid C(#N)C=1C=CC(=C(C(=O)O)C1)N[C@H](C)C=1C=C(C=C2C(C(=C(OC12)C1=CC=CC=C1)C)=O)C